FC=1C=C2CN(C(NC2=CC1)=O)C=1C=C(C=CC1)CCC(=O)O 3-(3-(6-fluoro-2-oxo-1,4-dihydro-quinazolin-3(2H)-yl)phenyl)propanoic acid